C1=NC(=CC2=CC=CC=C12)C[C@H](NC(OCC1=CC=CC=C1)=O)C(NCCCC[C@H](NC(N[C@@H](CCC(=O)OC(C)(C)C)C(=O)OC(C)(C)C)=O)C(=O)OC(C)(C)C)=O tri-tert-butyl (5S,12S,16S)-5-[(isoquinolin-3-yl)methyl]-3,6,14-trioxo-1-phenyl-2-oxa-4,7,13,15-tetraazaoctadecane-12,16,18-tricarboxylate